3-[(2S)-4-(5-{[4-(4-chlorothiophen-2-yl)-5-{[(2R)-2-methylpyrrolidin-1-yl]methyl}-1,3-thiazol-2-yl]carbamoyl}pyrazin-2-yl)-2-methylpiperazin-1-yl]propanoic acid dimaleate C(\C=C/C(=O)O)(=O)O.C(\C=C/C(=O)O)(=O)O.ClC=1C=C(SC1)C=1N=C(SC1CN1[C@@H](CCC1)C)NC(=O)C=1N=CC(=NC1)N1C[C@@H](N(CC1)CCC(=O)O)C